ClC(C=C(F)F)(F)F 3-chloro-1,1,3,3-tetrafluoropropene